N(=[N+]=[N-])CC(C(OC)C1=C(C=CC(=C1)COC=1C=C(C=CC1)[C@@H](CC(=O)O)C1CC1)C1=C(C=CC(=C1)OC)F)(C)C (3S)-3-(3-((2-(3-azido-1-methoxy-2,2-dimethylpropyl)-2'-fluoro-5'-methoxy-[1,1'-biphenyl]-4-yl)methoxy)phenyl)-3-cyclopropylpropanoic acid